CC1CCCS(OC1)(=O)=O 6-methyloxathiepane 2,2-dioxide